perfluoro-1,2-propylene glycol FC(C(C(F)(F)F)(F)O)(F)O